CN1C(=CC=C1)C=1C=NC=CC1 1-methyl-2-(3-pyridinyl)pyrrole